CC1=C(C=NO1)C(=O)NC1=CC2=C(NC(=N2)C2=CC(=C(C=C2)N2CCOCC2)C(F)(F)F)C=C1 5-methyl-N-(2-(4-morpholino-3-(trifluoromethyl)phenyl)-1H-benz[d]imidazol-5-yl)isoxazole-4-carboxamide